methyl 8-cyclopentyl-9-(4-(4-(dimethoxymethyl)piperidin-1-yl)phenyl)-6,7-dihydro-5H-benzo[7]annulene-3-carboxylate C1(CCCC1)C=1CCCC2=C(C1C1=CC=C(C=C1)N1CCC(CC1)C(OC)OC)C=CC(=C2)C(=O)OC